N-((7R)-2-cyano-2-azabicyclo[2.2.1]heptan-7-yl)-5-(4-((4-fluorophenyl)amino)pyridin-3-yl)thiazole-2-carboxamide C(#N)N1C2CCC(C1)[C@H]2NC(=O)C=2SC(=CN2)C=2C=NC=CC2NC2=CC=C(C=C2)F